FC1=C(C(=C(C=C1)I)F)OC 1,3-difluoro-4-iodo-2-methoxy-benzene